methylene bis(2-methylacrylate) CC(C(=O)OCOC(C(=C)C)=O)=C